BrC=1C=C(C(=NC1)OCCN(C(OC(C)(C)C)=O)C(C)C)NS(=O)(=O)CCN(C)C tertButyl (2-((5-bromo-3-((2-(dimethylamino)ethyl)sulfonamido)pyridin-2-yl)oxy)ethyl)(isopropyl)carbamate